CC1=C(C=2C(=C3C(=NC2N1CCCNC)CCCCC3)N)C 2,3-dimethyl-1-(3-(methylamino)propyl)-1,5,6,7,8,9-hexahydrocyclohepta[b]pyrrolo[3,2-e]pyridin-4-amine